5-((1H-Pyrazol-1-yl)methyl)-6-oxo-1,6-dihydropyridine-2-carboxylic acid N1(N=CC=C1)CC1=CC=C(NC1=O)C(=O)O